C(C)(C)(C)OC(NC=1SC2=C(N1)C=CC=C2)=O benzo[d]thiazol-2-ylcarbamic acid tert-butyl ester